2-(2,6-dioxopiperidin-3-yl)-5-(4-(2-(2-(2-((5'-hydroxy-3'-oxo-4'-propionyl-1',2',3',6'-tetrahydro-[1,1'-biphenyl]-4-yl)oxy)ethoxy)ethoxy)ethyl)piperazin-1-yl)isoindoline-1,3-dione O=C1NC(CCC1N1C(C2=CC=C(C=C2C1=O)N1CCN(CC1)CCOCCOCCOC1=CC=C(C=C1)C1CC(C(=C(C1)O)C(CC)=O)=O)=O)=O